C(CCCCC)OC(CCCCCCCCCCCCCCCCC)=O octadecanoic acid hexyl ester